BrC1=C(OCC2=CNC(O2)=S)C=CC=C1Br 5-[(2,3-Dibromophenoxy)methyl]oxazole-2(3H)-thione